C(C)OC=1C=C(C=CC1C=1NC(C2=C(N1)NN=N2)=O)C2=CC(=CC=C2)NCCC(=O)O 3-((3'-ethoxy-4'-(7-oxo-6,7-dihydro-3H-[1,2,3]triazolo[4,5-d]pyrimidin-5-yl)-[1,1'-biphenyl]-3-yl)amino)propionic acid